tert-butyl 4-{3-[1-(2,6-dioxopiperidin-3-yl)-3-methyl-2-oxo-1,3-benzodiazol-5-yl]propanoyl}piperazine-1-carboxylate O=C1NC(CCC1N1C(N(C2=C1C=CC(=C2)CCC(=O)N2CCN(CC2)C(=O)OC(C)(C)C)C)=O)=O